1,3-diisopentenylbenzene C(CC(=C)C)C1=CC(=CC=C1)CCC(=C)C